5-fluoro-3,3-dimethyl-1-(5-nitropyridin-2-yl)indoline FC=1C=C2C(CN(C2=CC1)C1=NC=C(C=C1)[N+](=O)[O-])(C)C